5-(2-(((1r,4r)-4-Hydroxy-4-methylcyclohexyl)amino)-4-methoxypyrrolo[2,1-f][1,2,4]triazin-5-yl)-N-methylpyrazolo[1,5-a]pyridine-3-carboxamide OC1(CCC(CC1)NC1=NN2C(C(=N1)OC)=C(C=C2)C2=CC=1N(C=C2)N=CC1C(=O)NC)C